BrC(COCC(C(CCCC)Br)Br)C(CCCC)Br 2,3-dibromoheptyl ether